FC(CC1=C(C(=C2C(=NC=3N(C2=C1)C(=NN3)C)NC3=CC(=CC(=C3)F)C#CC3(CC3)CC)F)F)F (2,2-difluoroethyl)-N-(3-((1-ethylcyclopropyl)ethynyl)-5-fluorophenyl)-6,7-difluoro-1-methyl-[1,2,4]triazolo[4,3-a]quinazolin-5-amine